3-(3H-[1,2,3]triazolo[4,5-b]pyridin-5-yl)-N-(4-((benzyloxy)methyl)phenyl)-2-methoxybenzamide N1=NNC2=NC(=CC=C21)C=2C(=C(C(=O)NC1=CC=C(C=C1)COCC1=CC=CC=C1)C=CC2)OC